CC1=C(N)C(=CC(=C1)C)[N+](=O)[O-] 2,4-dimethyl-6-nitroaniline